CC(C)(S(=O)(=O)[O-])S(=O)(=O)[O-].[Na+].[Na+] sodium 2,2-propanedisulfonate